2-[(3-benzyloxycyclobutyl)methoxy]tetrahydropyran C(C1=CC=CC=C1)OC1CC(C1)COC1OCCCC1